4-((S)-6-(methoxycarbonyl)-7-methyl-2-((R)-1-phenylpropan-2-yl)-6,7,8,9-tetrahydro-3H-imidazo[4,5-f]quinolin-3-yl)cyclohexane-1-carboxylic acid COC(=O)N1[C@H](CCC2=C3C(=CC=C12)N(C(=N3)[C@@H](CC3=CC=CC=C3)C)C3CCC(CC3)C(=O)O)C